ClC1=CC=C(C=C1)C1N(C(C=2NN=C(C21)C=2C=C(C=CC2)NC(=O)N)=O)CC(C)(F)F N-{3-[4-(4-Chlorophenyl)-5-(2,2-difluoropropyl)-6-oxo-1,4,5,6-tetrahydropyrrolo[3,4-c]pyrazol-3-yl]phenyl}urea